2-[2-(4-fluorophenyl)-1-piperidinyl]-N-(2-sulfamoyl-4-pyridinyl)-5-(trifluoromethyl)pyridine-3-carboxamide FC1=CC=C(C=C1)C1N(CCCC1)C1=NC=C(C=C1C(=O)NC1=CC(=NC=C1)S(N)(=O)=O)C(F)(F)F